C(C)C1C2C3C4C=CC(C3C(C1)C2)C4 8-ethyl-tetracyclo[4.4.0.12,5.17,10]-3-dodecene